tert-butyl(dimethyl)[(4-methyl-4-pentenyl)oxy]silane C(C)(C)(C)[Si](OCCCC(=C)C)(C)C